[Bi](Br)(Br)Br Bismuth(III) bromide